2-[[3-(2-amino-6-chloro-pyrimidin-4-yl)-1-(difluoromethyl)pyrazol-4-yl]methyl]thiazole-4-carboxylic acid NC1=NC(=CC(=N1)C1=NN(C=C1CC=1SC=C(N1)C(=O)O)C(F)F)Cl